C1(CC1)CC(C(=O)N[C@@H](CC(=O)O)C=1C=C(C=C(C1F)C)C1=C(C=C(C=C1C)F)C)N1C(C(=CC(=C1)CCN1CC(C1)F)F)=O (3S)-3-(3-cyclopropyl-2-(3-fluoro-5-(2-(3-fluoroazetidin-1-yl)ethyl)-2-oxopyridin-1(2H)-yl)propanamido)-3-(4,4'-difluoro-2',5,6'-trimethyl-[1,1'-biphenyl]-3-yl)propanoic acid